2-(2-((4-((S)-2-(4-chloro-2-fluorophenyl)-2-methylbenzo[d][1,3]dioxol-4-yl)piperidin-1-yl)methyl)-4-methyl-1-(((R)-oxetan-2-yl)methyl)-1H-imidazol-5-yl)oxazole-5-carboxylic acid ClC1=CC(=C(C=C1)[C@@]1(OC2=C(O1)C=CC=C2C2CCN(CC2)CC=2N(C(=C(N2)C)C=2OC(=CN2)C(=O)O)C[C@@H]2OCC2)C)F